1-iodo-4,5-dimethyl-2-nitrobenzene IC1=C(C=C(C(=C1)C)C)[N+](=O)[O-]